C(N(CC(=O)[O-])CC(=O)O)CN(CC(=O)O)CC(=O)[O-].[Na+].[Na+].ClC1=C(C=C(C=C1)F)C1NC(C2=C1C(=CC1=C(N(N=C21)C)S(=O)(=O)C)C2=C(C(=O)N)C=C(C=C2C(F)(F)F)F)=O [6-(2-chloro-5-fluorophenyl)-2-methyl-3-(methyldioxo-λ6-sulfanyl)-8-oxo-7,8-dihydro-6H-pyrrolo[4,3-g]indazol-5-yl]-5-fluoro-3-(trifluoromethyl)benzamide disodium edetate